BrC1=CN=CC2=C1OCC(N2)=O 8-bromo-2H-pyrido[4,3-b][1,4]oxazin-3(4H)-one